2,2,2-trifluoro-N-(2-mercaptoethyl)acetamide FC(C(=O)NCCS)(F)F